(S)-2-((3,5-dicyano-4-ethyl-6-((S)-3-hydroxypyrrolidin-1-yl)pyridin-2-yl)thio)-2-phenylacetamide C(#N)C=1C(=NC(=C(C1CC)C#N)N1C[C@H](CC1)O)S[C@H](C(=O)N)C1=CC=CC=C1